C1(=CC(=CC=C1)C[C@H]1[C@H](CCC=2N1N=C(C2)C)NS(=O)(=O)C)C2=CC=CC=C2 |r| rac-N-{(6S,7S)-7-[([1,1'-biphenyl]-3-yl)methyl]-2-methyl-4,5,6,7-tetrahydropyrazolo[1,5-a]pyridin-6-yl}methanesulfonamide